C(C=C)(=O)NC(C(=O)O)C(C)C acrylamido-3-methylbutyric acid